FC=1C=2N(C=C(C1OC)N)C=C(N2)C 8-fluoro-7-methoxy-2-methyl-imidazo[1,2-a]pyridin-6-amine